(2S)-4-(methoxymethyl)-5-oxopyrrolidin COCC1CCNC1=O